NC1=NC=CC(=C1)NC(=O)[C@@H]1S[C@](C[C@H]1C1=C(C(=C(C=C1)F)F)OC)(C(F)(F)F)C (2R,3S,5R)-N-(2-aminopyridin-4-yl)-3-(3,4-difluoro-2-methoxyphenyl)-5-methyl-5-(trifluoromethyl)tetrahydrothiophene-2-carboxamide